ClC1=CC=C2C(CCN(C2=N1)C(=O)OC(C)(C)C)=C tert-butyl 7-chloro-4-methylene-3,4-dihydro-1,8-naphthyridine-1(2H)-carboxylate